1-azaspiro[5.5]undecane-3-carboxamide N1CC(CCC12CCCCC2)C(=O)N